(2S,4R)-2-((6-acetylpyridin-2-yl)carbamoyl)-4-fluoropyrrolidine-1-carboxylic acid tert-butyl ester C(C)(C)(C)OC(=O)N1[C@@H](C[C@H](C1)F)C(NC1=NC(=CC=C1)C(C)=O)=O